N,N-bis(beta-hydroxypropyl)p-methylbenzamide methyl-1-((methylthio)methyl)-1H-imidazole-5-carboxylate COC(=O)C1=CN=CN1CSC.OC(CN(C(C1=CC=C(C=C1)C)=O)CC(C)O)C